NC=1N=NC(=CC1N1C[C@H]2CC[C@@H](C1)N2C=2C=C(OC1CCN(CC1)C(=O)OC(C)(C)C)C=C(C2)Cl)C2=C(C=CC=C2)OCOC tert-butyl 4-(3-((1R,5S)-3-(3-amino-6-(2-(methoxymethoxy)phenyl)pyridazin-4-yl)-3,8-diazabicyclo[3.2.1]octan-8-yl)-5-chlorophenoxy)piperidine-1-carboxylate